(3,4,5,10,11,12,13-2H7)-8-oxatricyclo[7.4.0.02,7]trideca-1(13),2,4,6,9,11-hexaen C=12C3=C(C(=C(C=C3OC2=C(C(=C(C1[2H])[2H])[2H])[2H])[2H])[2H])[2H]